methyl 1-(cyclopropylmethyl)-1H-1,2,4-triazole-3-carboxylate C1(CC1)CN1N=C(N=C1)C(=O)OC